5-(4-chloro-2H-1,2,3-triazol-2-yl)-2-fluoro-4-(trifluoromethyl)aniline ClC1=NN(N=C1)C=1C(=CC(=C(N)C1)F)C(F)(F)F